ClC=1C=C(C=CC1F)SC=1C=CC(=C(N)C1)[N+](=O)[O-] 5-((3-chloro-4-fluorophenyl)thio)-2-nitroaniline